[N+](=O)([O-])[O-].[Fe+3].[N+](=O)([O-])[O-].[N+](=O)([O-])[O-] iron (III) nitrate salt